C(C)(C)(C)C1=CC2=C(C3=CC=CC=C3C(=C2C=C1)OCCCC)OCCCC 2-tert-butyl-9,10-di(n-butoxy)anthracene